6-[5,6-difluoro-8-(methylamino)-4-morpholino-9H-pyrido[2,3-b]indol-3-yl]-1-(morpholin-3-ylmethyl)-4-oxo-1,8-naphthyridine-3-carboxylic acid FC1=C2C3=C(NC2=C(C=C1F)NC)N=CC(=C3N3CCOCC3)C=3C=C1C(C(=CN(C1=NC3)CC3NCCOC3)C(=O)O)=O